4-[4-(5-chloro-6-cyclobutoxy-pyridin-2-yl)-2,6-difluoro-phenoxy]-butyric acid ClC=1C=CC(=NC1OC1CCC1)C1=CC(=C(OCCCC(=O)O)C(=C1)F)F